O.FC1(CN(CCC1=O)C(=O)OC(C)(C)C)F tert-butyl 3,3-difluoro-4-oxopiperidine-1-carboxylate hydrate